sodium N,N-bis(2-hydroxyethyl)glycine OCCN(CC(=O)O)CCO.[Na]